ClC=1C=C2C(C(=COC2=C(C1)CCl)C=O)=O 6-CHLORO-8-CHLOROMETHYL-4-OXO-4H-CHROMENE-3-CARBALDEHYDE